2-(piperazin-1-yl)-5-(trifluoromethyl)nicotinic acid N1(CCNCC1)C1=C(C(=O)O)C=C(C=N1)C(F)(F)F